IC=1N(C2=CC=CC(=C2C1)NC1CCC(CC1)CC1OC(OC1)=O)CC(F)(F)F 4-((4-((2-iodo-1-(2,2,2-trifluoroethyl)-1H-indol-4-yl)amino)cyclohexyl)methyl)-1,3-dioxolan-2-one